C(C)OC1=C(C(=CC=C1)F)C1=NN(C2=NC(=CC=C21)NC(=O)[C@H]2[C@H](C2)F)COCC[Si](C)(C)C (1S,2S)-N-(3-(2-ethoxy-6-fluorophenyl)-1-((2-(trimethylsilyl)ethoxy)methyl)-1H-pyrazolo[3,4-b]pyridin-6-yl)-2-fluorocyclopropane-1-carboxamide